NC1=NN(C=C1)CC(C(=O)OC)(C)C methyl 3-(3-amino-1H-pyrazol-1-yl)-2,2-dimethylpropionate